5,5'-dimethoxy-3,6'-diaminobiphenyl COC=1C=C(C=C(C1)C1=CC=CC(=C1N)OC)N